2-cyano-N-(5-fluoro-4-(4-(4-methylpiperazine-1-carbonyl)piperidin-1-yl)pyridin-3-yl)acetamide C(#N)CC(=O)NC=1C=NC=C(C1N1CCC(CC1)C(=O)N1CCN(CC1)C)F